(S)-tert-butyl (1-((2'-(difluoromethyl)-4-methoxy-[2,4'-bipyridin]-5-yl)oxy)-2,4-dimethylpentan-2-yl)carbamate FC(C1=NC=CC(=C1)C1=NC=C(C(=C1)OC)OC[C@@](CC(C)C)(C)NC(OC(C)(C)C)=O)F